N-(4-(2-(4-isopropylphenyl)-6-methoxy-1,2,3,4-tetrahydronaphthalen-1-yl)phenethyl)propan-1-amine C(C)(C)C1=CC=C(C=C1)C1C(C2=CC=C(C=C2CC1)OC)C1=CC=C(CCNCCC)C=C1